FC1=C2CCN(C2=CC(=C1)F)CC=1C=C(C=C2C(C=C(OC12)N1CCOCC1)=O)C(=O)N1CC(C1)N(C)C 8-((4,6-difluoroindolin-1-yl)methyl)-6-(3-(dimethylamino)azetidine-1-carbonyl)-2-morpholino-4H-chromen-4-one